C(CCC)C1=CC=C(C=C1)C(C(C)(C)O)=O 1-(4-butylphenyl)-2-hydroxy-2-methylpropan-1-one